methyl (7S)-3-[(7R)-2-azabicyclo[2.2.1]heptan-7-yl]-2-benzyl-7-methyl-3H,6H,7H,8H,9H-imidazo[4,5-f]quinoline-6-carboxylate C12NCC(CC1)[C@H]2N2C(=NC1=C3CC[C@@H](N(C3=CC=C12)C(=O)OC)C)CC1=CC=CC=C1